Fmoc-cystamine succinate C(CCC(=O)O)(=O)O.C(=O)(OCC1C2=CC=CC=C2C2=CC=CC=C12)NCCSSCCN